The molecule is an isoxazoline that is 4,5-dihydro-1,2-oxazole-3-carboxylic acid in which both of the hydrogens at position 5 have been replaced by phenyl groups. It is used (particularly as its ethyl ester, known as isoxadifen-ethyl, as a herbicide safener, especially in conjunction with the herbicides fenoxaprop-P-ethyl and iodosulfuron-methyl-sodium. It has a role as a herbicide safener. It is an isoxazoline and a monocarboxylic acid. C1C(=NOC1(C2=CC=CC=C2)C3=CC=CC=C3)C(=O)O